BrC1=CC=2NC3=CC=CC=C3C2C=C1 2-Bromocarbazol